2-chloro-5-cyanobenzamide ClC1=C(C(=O)N)C=C(C=C1)C#N